4-[(triisopropylsilyl)oxy]aniline C(C)(C)[Si](OC1=CC=C(N)C=C1)(C(C)C)C(C)C